ClC1=NC(=CC=C1C(=O)O)N1N=C(C=C1)OCC1[C@H]2CC[C@@H](C1)C2 2-chloro-6-[3-[[(1S,4R)-norcamphan-2-yl]methoxy]pyrazol-1-yl]pyridine-3-carboxylic acid